The molecule is a tricarboxylic acid trianion resulting from the deprotonation of all three carboxy groups of(2Z)-4-oxobut-2-ene-1,2,4-tricarboxylate, The major species at pH 7.3. It is a conjugate base of a (2Z)-4-oxobut-2-ene-1,2,4-tricarboxylic acid. C(/C(=C/C(=O)C(=O)[O-])/C(=O)[O-])C(=O)[O-]